FC1=C(C2=C(C3=C(CCNCC3)[Se]2)C=C1)C 8-Fluoro-7-methyl-2,3,4,5-tetrahydro-1H-benzo[4,5]selenopheno[2,3-d]azepine